[Si](C)(C)(C(C)(C)C)O[C@H]1C[C@@H](O[C@@H]1CO)N1C(=O)NC(=O)C(C)=C1 3'-O-(tert-butyldimethylsilyl)thymidine